P(O)(=O)(OP(=O)(O)OP(=O)(O)O)OC[C@@H]1[C@H]([C@H]([C@@H](O1)N1C=NC=2C(NC(CCCC)=O)=NC=NC12)O)O N6-pentanoyladenosine triphosphate